CN1N=C2N(C=CC(=C2)C2=C(C=CC=C2)SC2=CC=C(C=C2)C(F)(F)F)C1=O 2-Methyl-7-(2-((4-(trifluoromethyl)phenyl)thio)phenyl)-[1,2,4]triazolo[4,3-a]pyridin-3(2H)-one